N[C@@H]1CC[C@H](CC1)NC1=NC=C(C(=N1)C=1C=C(C=CC1)N1C(COCC1)=O)F trans-4-(3-(2-(((1r,4r)-4-aminocyclohexyl)amino)-5-fluoropyrimidin-4-yl)phenyl)morpholin-3-one